3-[(1S)-1-hydroxy-2-[(2R,4S)-4-{[(6-methanesulfonylpyridin-3-yl)oxy]methyl}-2-methylpyrrolidin-1-yl]ethyl]benzonitrile O[C@H](CN1[C@@H](C[C@@H](C1)COC=1C=NC(=CC1)S(=O)(=O)C)C)C=1C=C(C#N)C=CC1